(2S)-2-[[(2S)-2-(benzyloxycarbonylamino)-3-methyl-butanoyl]amino]-5-ureido-pentanoic acid C(C1=CC=CC=C1)OC(=O)N[C@H](C(=O)N[C@H](C(=O)O)CCCNC(=O)N)C(C)C